FC1=CC=C(C=2C3=C(NC12)CCNC3C)C 6-fluoro-1,9-dimethyl-1,3,4,5-tetrahydropyrido[4,3-b]indol